2'-chloro-4',6-difluoro-5'-(2-(isopropylamino)-1-phenylethyl)-5-(2-methoxyethoxy)-[1,1'-biphenyl]-2-carboxamide ClC1=C(C=C(C(=C1)F)C(CNC(C)C)C1=CC=CC=C1)C=1C(=CC=C(C1F)OCCOC)C(=O)N